1-(benzo[d][1,3]dioxin-5-yl)-2-(3,4,5-trimethoxyphenyl)ethan-1-one O1COCC2=C1C=CC=C2C(CC2=CC(=C(C(=C2)OC)OC)OC)=O